S1C=NC2=C1C=CC(=C2)C2=NC(COC2)C 5-(benzo[D]thiazol-5-yl)-3-methyl-3,6-dihydro-2H-1,4-oxazine